NCCNCCC[SiH2]C(OCC)OCC 3-(2-aminoethylamino)-propyldiethoxymethyl-silane